N-({3,5-difluoro-2-[(3S)-3-hydroxypyrrolidine-1-carbonyl]phenyl}methyl)-5-{2-acetamidoimidazo[1,2-b]pyridazin-6-yl}-2-methylbenzamide FC=1C(=C(C=C(C1)F)CNC(C1=C(C=CC(=C1)C=1C=CC=2N(N1)C=C(N2)NC(C)=O)C)=O)C(=O)N2C[C@H](CC2)O